2-(6-(3-(difluoro(quinolin-6-yl)methyl)-[1,2,4]triazolo[4,3-B]pyridazin-6-yl)-2-oxo-3,4-dihydroquinolin-1(2H)-yl)acetic acid FC(C1=NN=C2N1N=C(C=C2)C=2C=C1CCC(N(C1=CC2)CC(=O)O)=O)(C=2C=C1C=CC=NC1=CC2)F